N1C=CC=2C1=NC=CC2N2N=C1C=C(C=CC1=C2)C#CC2(CCCCC2)O 1-((2-(1H-pyrrolo[2,3-b]pyridin-4-yl)-2H-indazol-6-yl)ethynyl)cyclohexan-1-ol